COCCS(=O)(=O)NC[C@@H]1CC[C@H](CO1)NC([O-])=O ((3R,6S)-6-(((2-methoxyethyl) Sulfonamido)methyl)tetrahydro-2H-pyran-3-yl)carbamate